CC=1C=C(C=CC1)C(\C=C\C1=CC=CC=C1)=O (E)-1-(3-methylphenyl)-3-phenylprop-2-en-1-one